2-(4-chlorophenyl)-6-cyclopropyl-3-oxo-2,3-dihydropyridazine-4-carboxylic acid methyl ester COC(=O)C=1C(N(N=C(C1)C1CC1)C1=CC=C(C=C1)Cl)=O